1-(tert-butylamino)-7-chloro-2,6-naphthyridine-3-carbaldehyde C(C)(C)(C)NC1=NC(=CC2=CN=C(C=C12)Cl)C=O